C(CC1=CC=CC=C1)N1CCC(CC1)N(C(CC)=O)C1=CC=C(C=C1)CCCCCC(=O)[O-] 6-(4-(N-(1-phenethylpiperidin-4-yl)propionamido)phenyl)hexanoate